ClC=1C=C(C=C(C1)Cl)C=1C=CC=CC1 3-(3,5-dichlorophenyl)benzene